tertbutyl 2-(6-bromoquinazolin-4-yl)-2,8-diazaspiro[4.5]decane-8-carboxylate BrC=1C=C2C(=NC=NC2=CC1)N1CC2(CC1)CCN(CC2)C(=O)OC(C)(C)C